CC1(CC(=CCC1)CCC=C(C)C)C=O methyl-3-(4-methyl-3-pentenyl)-3-cyclohexene-1-formaldehyde